ClC1=C(C(=CC(=C1)C)Cl)B(O)O 2,6-DICHLORO-4-METHYLPHENYLBORONIC ACID